mono-2-ethylhexanoate C(C)C(C(=O)[O-])CCCC